pentatriacontanic acid C(CCCCCCCCCCCCCCCCCCCCCCCCCCCCCCCCCC)(=O)O